(s)-1-(1-(1-((1-(4-(4-(3-Amino-6-(2-hydroxyphenyl)pyridazin-4-yl)morpholin-2-yl)-3-methylbenzoyl)piperidin-4-yl)methyl)piperidin-4-yl)-1H-indol-4-yl)dihydropyrimidine-2,4(1H,3H)-dione NC=1N=NC(=CC1N1C[C@@H](OCC1)C1=C(C=C(C(=O)N2CCC(CC2)CN2CCC(CC2)N2C=CC3=C(C=CC=C23)N2C(NC(CC2)=O)=O)C=C1)C)C1=C(C=CC=C1)O